tert-butyl (trans)-3-hydroxy-4-methylpyrrolidine-1-carboxylate O[C@@H]1CN(C[C@H]1C)C(=O)OC(C)(C)C